O1C(=NC2=C1C=CC=C2)NC2=NC1=C(N2C)C=CC(=C1)C(=O)NCCOCCO 2-(benzo[d]oxazol-2-ylamino)-N-(2-(2-hydroxyethoxy)ethyl)-1-methyl-1H-benzo[d]imidazole-5-carboxamide